2-methyl-2-(4-nitrophenyl)propionyl chloride CC(C(=O)Cl)(C)C1=CC=C(C=C1)[N+](=O)[O-]